2-(2,6-dioxopiperidin-3-yl)-1-oxo-N-((R)-2,2,2-trifluoro-1-(3-methyloxetan-3-yl)ethyl)isoindoline-5-carboxamide O=C1NC(CCC1N1C(C2=CC=C(C=C2C1)C(=O)N[C@@H](C(F)(F)F)C1(COC1)C)=O)=O